6-amino-1'-methyl-2,3-dihydrospiro[indene-1,3'-pyrrolidine]-5'-one NC1=CC=C2CCC3(CN(C(C3)=O)C)C2=C1